2'-(5-fluoropyridin-2-yl)-4',7'-dihydrospiro[cyclopropane-1,6'-pyrazolo[5,1-c][1,4]oxazine] FC=1C=CC(=NC1)C1=NN2C(COC3(C2)CC3)=C1